C(C)(C)(C)OC(=O)N(C1=NC=CC(=C1)C=1OC=C(N1)C(=O)NC=1C(=NN(C1)C1=CC=C(C(=O)O)C=C1)CCCOC1OCCCC1)CC(F)(F)F 4-[4-[[2-[2-[tert-butoxycarbonyl(2,2,2-trifluoroethyl)amino]-4-pyridyl]oxazole-4-carbonyl]amino]-3-(3-tetrahydropyran-2-yloxypropyl)pyrazol-1-yl]benzoic acid